4-(3-((((1S,3S)-3-aminocyclohexyl)methyl)amino)-1-(3-(1,1-dioxidothiomorpholino)-phenyl)-1H-pyrazol-5-yl)-2-fluorobenzonitrile N[C@@H]1C[C@H](CCC1)CNC1=NN(C(=C1)C1=CC(=C(C#N)C=C1)F)C1=CC(=CC=C1)N1CCS(CC1)(=O)=O